C(C=CC=CCCCCCCCCCC)=O 8Z,11Z-Pentadecadienal